C(C)(=O)NC1=CC=C2[C@H]([C@@H](N(C(C2=C1)=O)CC1=CC=C(C=C1)C)C1=CC=C(C=C1)C(F)(F)F)C(=O)NC1=CC(=CC=C1)N1CCN(CC1)C |o1:8,9| Rel-(3R,4R)-7-acetamido-2-(4-methylbenzyl)-N-(3-(4-methylpiperazin-1-yl)phenyl)-1-oxo-3-(4-(trifluoromethyl)phenyl)-1,2,3,4-tetrahydroisoquinoline-4-carboxamide